3-allyl-3-(prop-2-enylamino)azetidine-1-carboxylic acid tert-butyl ester C(C)(C)(C)OC(=O)N1CC(C1)(NCC=C)CC=C